ClC1=NN=C(C2=CC=CC=C12)NC1CC(C1)(O)C (1S,3S)-3-((4-chlorophthalazin-1-yl)amino)-1-methylcyclobutan-1-ol